(2S,3S,5R)-5-[4-amino-5-(1H-pyrazol-1-yl)-7H-pyrrolo[2,3-d]pyrimidin-7-yl]-N-[4-(cyclobutylamino)pyridin-2-yl]-3-hydroxyoxolane-2-carboxamide NC=1C2=C(N=CN1)N(C=C2N2N=CC=C2)[C@H]2C[C@@H]([C@H](O2)C(=O)NC2=NC=CC(=C2)NC2CCC2)O